tert-butyl 9-(5-(trifluoromethyl)pyridin-2-yl)-3,9-diazaspiro[5.5]undecane-3-carboxylate FC(C=1C=CC(=NC1)N1CCC2(CCN(CC2)C(=O)OC(C)(C)C)CC1)(F)F